methyl 3-(2-bromophenyl)-3-oxopropionate BrC1=C(C=CC=C1)C(CC(=O)OC)=O